N-[2-[4-(2-aminoethyl)anilino]-2-oxo-ethyl]-4-[[(3R,4R)-1-(2-cyanoacetyl)-4-methyl-3-piperidyl]-methyl-amino]pyrrolo[2,3-d]pyrimidine-7-carboxamide NCCC1=CC=C(NC(CNC(=O)N2C=CC3=C2N=CN=C3N(C)[C@H]3CN(CC[C@H]3C)C(CC#N)=O)=O)C=C1